[C@H]1(CC=CCC1)C(=O)OC (S)-methyl cyclohex-3-enecarboxylate